propan-2-yl (2S)-2-[[[(3R,4R,5R)-5-[2-amino-6-(methylamino)purin-9-yl]-4-fluoro-3-hydroxy-4-methyloxolan-2-yl]methoxy-phenoxyphosphoryl]amino]propanoate NC1=NC(=C2N=CN(C2=N1)[C@H]1[C@]([C@@H](C(O1)COP(=O)(OC1=CC=CC=C1)N[C@H](C(=O)OC(C)C)C)O)(C)F)NC